BrC=1C=C(C(=CC1)C1=CC=C(C=C1)Br)C(=O)N 4,4'-dibromo-[1,1'-biphenyl]-2-carboxamide